FC1(CN(CC1)CC1=CC(=C2CN(C(C2=C1)=O)C1=CC(=CC=C1)[C@@H](CC1=NN=CN1C)C)C(F)(F)F)F (R)-6-((3,3-difluoropyrrolidin-1-yl)methyl)-2-(3-(1-(4-methyl-4H-1,2,4-triazol-3-yl)propan-2-yl)phenyl)-4-(trifluoromethyl)isoindolin-1-one